[O-2].[Ce+3].[In+3].[O-2].[O-2] Indium Cerous Oxide